5-(2,7-dimethyl-2H-pyrazolo[4,3-b]pyridin-5-yl)-2-(6-(1-ethylazetidin-3-yl)pyridazin-3-yl)phenylphenol hydrochloride Cl.CN1N=C2C(N=C(C=C2C)C=2C=CC(=C(C2)C2=C(C=CC=C2)O)C=2N=NC(=CC2)C2CN(C2)CC)=C1